ethyl (R)-2-methyl-5-(trifluoromethyl)-4,5,6,7-tetrahydroindazole-3-carboxylate CN1N=C2CC[C@H](CC2=C1C(=O)OCC)C(F)(F)F